acryloxypropyl-carboxytrimethoxysilane ruthenium [Ru].C(C=C)(=O)OCCCCO[Si](OC)(OC)C(=O)O